DL-Arabitol C([C@H](C([C@@H](CO)O)O)O)O